Cl.NCC(=O)C1=CC=CC=C1 2-amino-1-phenylethan-1-one-hydrogen chloride salt